CN1N=NC2=C1CN(C=1C(=CC=CC21)NC2=C(N=NC(=C2)NC(=O)[C@@H]2[C@@H](C2)F)C(=O)NC([2H])([2H])[2H])C |o1:24,25| rel-4-((3,5-dimethyl-4,5-dihydro-3H-[1,2,3]triazolo[4,5-c]quinolin-6-yl)amino)-6-((1R,2R)-2-fluorocyclopropane-1-carboxamido)-N-(methyl-d3)pyridazine-3-carboxamide